BrC1=CC=C(O1)C(=O)NC1=C(C=CC(=C1)N1CCOCC1)N1CCCCC1 5-bromo-N-(5-morpholinyl-2-(piperidin-1-yl)phenyl)furan-2-carboxamide